ClC1=CC(=C(C=C1C1=CC=NS1)NS(=O)(=O)C=1C=C(C(=O)O)C=CC1C1CC1)C1=NC=CC=C1 3-(N-(4-chloro-5-(isothiazol-5-yl)-2-(pyridin-2-yl)phenyl)sulfamoyl)-4-cyclopropylbenzoic Acid